CC=1OC2=C(C1C(=O)O)C=C(C=C2)C2CC21CCCC1 2-methyl-5-(spiro[2.4]heptan-1-yl)benzofuran-3-carboxylic acid